C(C)C(C(=O)OC(C)(C)CCC)CCCC t-hexyl (2-ethylhexanoate)